CC(C(=O)OCC)C(C(=O)OCC)C diethyl 2,3-dimethylsuccinate